N1C=CC2=CC=C(C=C12)NC(=O)NC1=CC2=C(SCC(N2CC2CN(C2)C2=CC=CC=C2)=O)C=C1 1-(1H-indol-6-yl)-3-(3-oxo-4-((1-phenylazetidin-3-yl)methyl)-3,4-dihydro-2H-benzo[b][1,4]thiazin-6-yl)urea